N[C@@H]1C=2C(=NC=C(C2)C#N)CC12CCN(CC2)C=2C=1N(C(=C(N2)C)C2=C(C=CC=C2)F)N=CC1 (5S)-5-amino-1'-[7-(2-fluorophenyl)-6-methyl-pyrazolo[1,5-a]pyrazin-4-yl]spiro[5,7-dihydrocyclopenta[b]pyridine-6,4'-piperidine]-3-carbonitrile